[Si](C)(C)(C(C)(C)C)OCC1=CC=2C(=CN=C(C2)C(=O)C2CCN(CC2)C)O1 4-(2-{[(tert-butyldimethylsilyl)oxy]methyl}furo[2,3-c]pyridine-5-carbonyl)-1-methylpiperidine